N-(2-(n-pentoxy)ethyl)-3-(pyrrolidinyl)propan-1-amine C(CCCC)OCCNCCCN1CCCC1